4-chloro-3-nitrobenzene-1,2-diamine ClC=1C(=C(C(=CC1)N)N)[N+](=O)[O-]